bis-3,4-epoxycyclohexylmethyl adipate C(CCCCC(=O)OCC1CC2C(CC1)O2)(=O)OCC2CC1C(CC2)O1